[Cl-].[Cl-].C(C)[N+]1=CC=C(C=C1)C1=CC=[N+](C=C1)CC N,N'-diethyl-4,4'-bipyridinium dichloride